C(C)OC(=O)C1C2CCCC12C 1-Methylbicyclo[3.1.0]hexane-6-carboxylic acid ethyl ester